4-(bromomethyl)-6-chloro-3-((3-fluoro-2-((N-methylsulfamoyl)amino)pyridin-4-yl)methyl)-2-oxo-2H-chromen-7-yl dimethylcarbamate CN(C(OC1=C(C=C2C(=C(C(OC2=C1)=O)CC1=C(C(=NC=C1)NS(NC)(=O)=O)F)CBr)Cl)=O)C